9,10-bis(p-diaminophenyl)anthracene NC1(CC=C(C=C1)N)C=1C2=CC=CC=C2C(=C2C=CC=CC12)C1(CC=C(C=C1)N)N